C(C)(C)(C)OC(=O)N1C(NC2=C1C=CC=C2)=O 2-oxo-2,3-dihydro-1H-benzo[d]imidazole-1-carboxylic acid tert-butyl ester